ethyl 2-(4-amino-3-methoxy-phenyl)-3,3,3-trifluoro-2-hydroxy-propanoate NC1=C(C=C(C=C1)C(C(=O)OCC)(C(F)(F)F)O)OC